F[B-](F)(F)F.C[N+]1(CCCC1)C dimethylpyrrolidinium tetrafluoroborate